6-(2-allyl-6-((4-(4-methylpiperazin-1-yl)phenyl)amino)-3-oxo-2,3-dihydro-1H-pyrazolo[3,4-d]pyrimidin-1-yl)pyridin-2-sulfonamide C(C=C)N1N(C2=NC(=NC=C2C1=O)NC1=CC=C(C=C1)N1CCN(CC1)C)C1=CC=CC(=N1)S(=O)(=O)N